2-methyl-5-nitroisoindoline-1,3-dione CN1C(C2=CC=C(C=C2C1=O)[N+](=O)[O-])=O